tert-butyl (Z)-2-((1-acetyl-3-oxoindolin-2-ylidene)methyl)-[4,8'-biquinoline]-6-carboxylate C(C)(=O)N1\C(\C(C2=CC=CC=C12)=O)=C/C1=NC2=CC=C(C=C2C(=C1)C=1C=CC=C2C=CC=NC12)C(=O)OC(C)(C)C